[Br-].OC1=C(CNCCCCC[P+](C2=CC=CC=C2)(C2=CC=CC=C2)C2=CC=CC=C2)C=CC=C1 (5-((2-Hydroxybenzyl)amino)pentyl)tri-phenylphosphonium bromid